2-[(2R)-2-amino-3-(methanesulfonyl)propyl]-5-chloro-N-[(furan-2-yl)methyl]-3-methylthieno[3,2-b]pyridin-7-amine N[C@H](CC1=C(C2=NC(=CC(=C2S1)NCC=1OC=CC1)Cl)C)CS(=O)(=O)C